[Sn].C(CCC)C(=C(OCC)CCCC)CCCC tributyl(1-ethoxyethylene) tin